O-arachidonoylcarnitine C(CCC\C=C/C\C=C/C\C=C/C\C=C/CCCCC)(=O)OC(C[N+](C)(C)C)CC([O-])=O